C(C)(=O)N[C@H]1[C@@H](OCCCl)O[C@@H]([C@H]([C@@H]1O)O)CO 2-Chloroethyl 2-acetamido-2-deoxy-α-D-glucopyranoside